N1C=CC2=CC(=CC=C12)CN1CCC(CC1)CCNC(=O)C1CCN(CC1)C1=CC=C(C=C1)OC(F)(F)F N-{2-[1-(1H-indol-5-ylmethyl)piperidin-4-yl]ethyl}-1-[4-(trifluoromethoxy)phenyl]piperidine-4-carboxamide